BrC=1C=CC(=NC1OC)CN1C(C2=CC=CC=C2C1=O)=O 2-((5-Bromo-6-methoxypyridin-2-yl)methyl)isoindoline-1,3-dione